1-[5-(2,5-dioxopyrrol-1-yl)pentylcarbamoyl]cyclobutanecarboxylic acid O=C1N(C(C=C1)=O)CCCCCNC(=O)C1(CCC1)C(=O)O